Methyl (S)-4-bromo-5-chloro-6-fluoro-2-phenyl-2,3-dihydrobenzofuran-2-carboxylate BrC1=C(C(=CC2=C1C[C@@](O2)(C(=O)OC)C2=CC=CC=C2)F)Cl